COC(C1=C(C=CC=C1)C1=CC(NC=C1)=O)=O 2-oxo-1,2-dihydropyridin-4-yl-benzoic acid methyl ester